tert-butyl 2-((2S,3S)-5-chloro-6-fluoro-3-methyl-2-phenyl-4-(4,4,5,5-tetramethyl-1,3,2-dioxaborolan-2-yl)-2,3-dihydrobenzofuran-2-yl)azetidine-1-carboxylate ClC=1C(=CC2=C([C@@H]([C@](O2)(C2=CC=CC=C2)C2N(CC2)C(=O)OC(C)(C)C)C)C1B1OC(C(O1)(C)C)(C)C)F